(7-(6-(4-nitro-1H-pyrazol-1-yl)pyridin-3-yl)pyrazolo[1,5-a]pyridin-3-yl)(piperidin-1-yl)methanone [N+](=O)([O-])C=1C=NN(C1)C1=CC=C(C=N1)C1=CC=CC=2N1N=CC2C(=O)N2CCCCC2